2-(ethyl(methyl)amino)-1-(5-methoxy-1H-pyrrolo[2,3-b]pyridin-3-yl)ethan-1-ol C(C)N(CC(O)C1=CNC2=NC=C(C=C21)OC)C